2,5-dimethyl-2,5-bis(2-ethylhexanoylperoxy)hexane CC(C)(CCC(C)(OOC(C(CCCC)CC)=O)C)OOC(C(CCCC)CC)=O